FC1(OC2=C(O1)C=CC(=C2)C(C)O)F (2,2-difluorobenzo[d][1,3]dioxol-5-yl)ethan-1-ol